2-amino-4-((1-(tetrahydrofuran-3-yl)azetidin-3-yl)oxy)phenol NC1=C(C=CC(=C1)OC1CN(C1)C1COCC1)O